C(=O)(OC(Cl)(Cl)Cl)OC(Cl)(Cl)Cl ditrichloromethyl carbonate